C1(C=CC=C1)[Ti](C1=C(C(=CC=C1F)NC(=O)C1=C(C=C(C=C1C)C)C)F)(C1=C(C(=CC=C1F)NC(=O)C1=C(C=C(C=C1C)C)C)F)C1C=CC=C1 bis(cyclopentadienyl)bis[2,6-difluoro-3-(2,4,6-trimethylphenylcarbonylamino)phenyl]titanium